6Z-dodecenal C(C=CCCCCCCCCC)=O